4-[5-ethylsulfonyl-6-[3-methyl-6-(trifluoromethyl)imidazo[4,5-c]pyridin-2-yl]-3-pyridinyl]-1,1-dioxo-1,4-thiazinan-3-one C(C)S(=O)(=O)C=1C=C(C=NC1C1=NC2=C(C=NC(=C2)C(F)(F)F)N1C)N1C(CS(CC1)(=O)=O)=O